6-((4-(2,4-difluorophenyl)piperazin-1-yl)methyl)-3-ethylthieno[3,2-d]pyrimidine-2,4(1H,3H)-dione FC1=C(C=CC(=C1)F)N1CCN(CC1)CC1=CC=2NC(N(C(C2S1)=O)CC)=O